CC1=CC=C(C=C1)C1=C(C=CC=C1)C=O 2-(4-Methylphenyl)benzene-1-carbaldehyde